3-((Benzyloxy)methyl)-4-ethyl-1-(7-fluoro-4-isopropyl-2-(pentan-3-yloxy)quinolin-6-yl)-1H-1,2,4-triazol-5(4H)-one C(C1=CC=CC=C1)OCC1=NN(C(N1CC)=O)C=1C=C2C(=CC(=NC2=CC1F)OC(CC)CC)C(C)C